3-(4,4-difluorocyclohexoxy)-4-(pyrrolidin-1-ylsulfonylcarbamoyl)benzoic acid FC1(CCC(CC1)OC=1C=C(C(=O)O)C=CC1C(NS(=O)(=O)N1CCCC1)=O)F